C1(CC1)C1=NN(C(=C1C(F)(F)F)C(=O)O)CC12CCC(CC1)(C2)F 3-cyclopropyl-1-({4-fluorobicyclo[2.2.1]heptan-1-yl}methyl)-4-(trifluoromethyl)-1H-pyrazole-5-carboxylic acid